2-(dicyanoboranyl)propane C(#N)B(C(C)C)C#N